(2S,4R)-N-[(S)-(5-cyclopropyl-6-fluoropyridin-2-yl)(phenyl)methyl]-1-[2-(2,4-dioxo-1,2,3,4-tetrahydropyrimidin-1-yl)acetyl]-4-fluoropyrrolidine-2-carboxamide C1(CC1)C=1C=CC(=NC1F)[C@@H](NC(=O)[C@H]1N(C[C@@H](C1)F)C(CN1C(NC(C=C1)=O)=O)=O)C1=CC=CC=C1